7,8-difluoro-2-[4-[[6-oxo-5-(trifluoromethyl)-1H-pyridazin-4-yl]amino]butyl]-6-[5-(trifluoromethyl)pyrimidin-2-yl]isoquinolin-1-one FC1=C(C=C2C=CN(C(C2=C1F)=O)CCCCNC=1C=NNC(C1C(F)(F)F)=O)C1=NC=C(C=N1)C(F)(F)F